4-(2-hydroxyethyl)-2,3-diphenyl-6-(quinolin-6-yl)pyrazolo[1,5-a]Pyrimidin-7(4H)-one OCCN1C=2N(C(C(=C1)C=1C=C3C=CC=NC3=CC1)=O)N=C(C2C2=CC=CC=C2)C2=CC=CC=C2